(R)-7-chloro-5-(3-methylmorpholino)isothiazolo[4,5-b]pyridin-3(2H)-one ClC1=C2C(=NC(=C1)N1[C@@H](COCC1)C)C(NS2)=O